BrC=1C=C2C(=CNC2=CC1)CC(CO[Si](C1=CC=CC=C1)(C1=CC=CC=C1)C(C)(C)C)(F)F 5-bromo-3-{3-[(tert-butyldiphenylsilyl)oxy]-2,2-difluoropropyl}-1H-indole